ClC1=C(NC2=NSC=3C2=NC(=CN3)C=NC(C(=O)O)C)C=CC=C1C1=CC3=C(OCCO3)C=C1 2-((3-(2-chloro-3-(1,4-benzodioxan-6-yl)anilino)isothiazolo[4,5-b]pyrazin-5-ylmethylene)amino)-propionic acid